F[C@@H]1C[C@H](N(C1)C)COC=1N=C(C2=C(N1)CN(CC2)C2=CC(=CC1=CC=CC=C21)OC)N2CCNCC2 2-[[(2S,4R)-4-fluoro-1-methyl-pyrrolidin-2-yl]methoxy]-7-(3-methoxy-1-naphthyl)-4-piperazin-1-yl-6,8-dihydro-5H-pyrido[3,4-d]pyrimidine